1-(1'-(4-(trifluoromethyl)-phenyl)-1',4'-dihydro-2'H-spiro[pyrrolidine-3,3'-quinolin]-1-yl)propan-1-one FC(C1=CC=C(C=C1)N1CC2(CC3=CC=CC=C13)CN(CC2)C(CC)=O)(F)F